trans-tertbutyl 3-(2-chloro-6-(6-(methylcarbamoyl)pyrimidin-4-yl)pyridin-4-yl)-5-(hydroxymethyl)piperazine-1-carboxylate ClC1=NC(=CC(=C1)[C@@H]1CN(C[C@H](N1)CO)C(=O)OC(C)(C)C)C1=NC=NC(=C1)C(NC)=O